1-(4-Methoxybenzyl)-6-methyl-1H-pyrazolo[3,4-b]pyridin-4-ol COC1=CC=C(CN2N=CC3=C2N=C(C=C3O)C)C=C1